N-hydroxy-6-((coumarin-4-yl)oxy)hexanamide ONC(CCCCCOC1=CC(OC2=CC=CC=C12)=O)=O